Methyl (R)-2'-oxo-1'-((2-(trimethylsilyl)ethoxy) methyl)-1,1',2',3-tetrahydrospiro[indene-2,3'-pyrrolo[2,3-b]pyridine]-5-carboxylate O=C1[C@]2(C=3C(=NC=CC3)N1COCC[Si](C)(C)C)CC1=CC=C(C=C1C2)C(=O)OC